C(C)C=1N=C2N(C=C(C=C2)N2CCN(CC2)C(=O)C2CN(CC2)C(C)=O)C1N(C)C=1SC=C(N1)C1=CC=C(C=C1)F 1-(3-(4-(2-ethyl-3-((4-(4-fluorophenyl)thiazol-2-yl)(methyl)amino)imidazo[1,2-a]pyridin-6-yl)piperazine-1-carbonyl)pyrrolidin-1-yl)ethanone